FC1=C(C=C2C(NC=NC2=C1)=O)C1=C(C=C(C=C1)OC)F 7-Fluoro-6-(2-fluoro-4-methoxyphenyl)quinazolin-4(3H)-one